1-(5-Difluoromethoxy-3-fluoropyridin-2-yl)-7-methoxy-3-methyl-8-(1-methyl-1H-pyrazol-4-yl)-1,3-dihydroimidazo[4,5-c]-quinolin-2-one FC(OC=1C=C(C(=NC1)N1C(N(C=2C=NC=3C=C(C(=CC3C21)C=2C=NN(C2)C)OC)C)=O)F)F